(2R,4S)-4-(4-chloro-3-((1-ethyl-1H-benzo[d]imidazol-5-yl)ethynyl)-1H-pyrrolo[3,2-c]pyridin-1-yl)-2-(methoxymethyl)pyrrolidine-1-carboxylic acid tert-butyl ester C(C)(C)(C)OC(=O)N1[C@H](C[C@@H](C1)N1C=C(C=2C(=NC=CC21)Cl)C#CC2=CC1=C(N(C=N1)CC)C=C2)COC